tert-Butyl N-[(1S*,5R*)-3-[7-(2,8-dimethylimidazo[1,2-b]pyridazin-6-yl)-5-fluoro-cinnolin-3-yl]-3-azabicyclo[3.1.0]hexan-6-yl]carbamate CC=1N=C2N(N=C(C=C2C)C2=CC(=C3C=C(N=NC3=C2)N2C[C@H]3C([C@H]3C2)NC(OC(C)(C)C)=O)F)C1 |o1:22,24|